Cl.ClC=1C(N(N=CC1NCC1COCCS1(=O)=O)C1CCNCC1)=O 4-chloro-5-[(4,4-dioxo-1,4-oxathian-3-yl)methylamino]-2-(4-piperidyl)pyridazin-3-one hydrochloride